bicyclo[1.1.1]pentane-1-yl chloride C12(CC(C1)C2)Cl